C1(CC1)NC(CC1=CC=C(CN2C(=C(C3=CC(=CC=C23)O)F)C2=C(C=CC=C2)C)C=C1)C 1-(4-(2-(cyclopropylamino)propyl)benzyl)-3-fluoro-2-(o-tolyl)-1H-indol-5-ol